C1(CCC1)C1CC2(C1)N(C(N(C2=O)C2=CN=CC1=CC=CC=C21)=O)CC2=NC=CC=C2 2-cyclobutyl-7-(isoquinolin-4-yl)-5-(pyridin-2-ylmethyl)-5,7-diazaspiro[3.4]octane-6,8-dione